3-(2-methoxypyridin-4-yl)butanoic acid ethyl ester C(C)OC(CC(C)C1=CC(=NC=C1)OC)=O